9-(1-Naphthyl)-10-(2-naphthyl)anthracene C1(=CC=CC2=CC=CC=C12)C=1C2=CC=CC=C2C(=C2C=CC=CC12)C1=CC2=CC=CC=C2C=C1